tertbutyl thioether C(C)(C)(C)SC(C)(C)C